2-pyrimidin-2-yl-4-(3,3,4,4-tetramethylcyclopentyl)-5-(trifluoromethyl)pyrazol-3-amine N1=C(N=CC=C1)N1N=C(C(=C1N)C1CC(C(C1)(C)C)(C)C)C(F)(F)F